3-(2-(Dimethylamino)ethyl)-1H-indol-4-yl ((5-methyl-2-oxo-1,3-dioxol-4-yl)methyl) carbonate C(OC1=C2C(=CNC2=CC=C1)CCN(C)C)(OCC=1OC(OC1C)=O)=O